FC1=CC=C(C=C1)NC1=C2C(=NC=3N1N=CC3)C3(NC2)CCCC3 N-(4-fluorophenyl)-6',7'-dihydrospiro[cyclopentane-1,5'-pyrazolo[1,5-a]pyrrolo[3,4-d]pyrimidine]-8'-amine